trioxytriphenylamine C1=CC(=CC=C1N(C2=CC=C(C=C2)O)C3=CC=C(C=C3)O)O